[2H]C([2H])([2H])N1CCCC1C2=CN=CC=C2 nicotine-d3